(Z)-2-amino-4-(4-(5-(4-ethylbenzylidene)-2,4-dioxothiazolidin-3-yl)butanamido)benzoic acid NC1=C(C(=O)O)C=CC(=C1)NC(CCCN1C(S\C(\C1=O)=C/C1=CC=C(C=C1)CC)=O)=O